trimethylbenzoyl-ethoxy-phenylphosphine oxide CC1=C(C(=C(C=C1)P(OCC)(C(C1=CC=CC=C1)=O)=O)C)C